[OH-].C(CCC)[N+](CCCC)(CCCC)CCCC tetra-Butyl-Ammonium Hydroxide